4-(5-amino-6-((1-(methoxycarbonyl)-1,2,3,4-tetrahydronaphthalen-1-yl)methyl)-2-(((S)-1-methylpyrrolidin-2-yl)methoxy)pyrimidin-4-yl)piperazine-1-carboxylic acid tert-butyl ester C(C)(C)(C)OC(=O)N1CCN(CC1)C1=NC(=NC(=C1N)CC1(CCCC2=CC=CC=C12)C(=O)OC)OC[C@H]1N(CCC1)C